1-methyl-4-{4-[4-(3-methyl-2-oxo-1,3-diazacyclohex-1-yl)phenoxy]piperidin-1-yl}-2-oxo-1,2-dihydroquinoline-3-carbonitrile CN1C(C(=C(C2=CC=CC=C12)N1CCC(CC1)OC1=CC=C(C=C1)N1C(N(CCC1)C)=O)C#N)=O